1-(4-(benzylamino)-7-((4-methylpiperazin-1-yl)methyl)pyrrolo[2,1-f][1,2,4]triazin-2-yl)-2-methyl-1H-indole-4-carboxamide C(C1=CC=CC=C1)NC1=NC(=NN2C1=CC=C2CN2CCN(CC2)C)N2C(=CC=1C(=CC=CC21)C(=O)N)C